Cl.C(C)(C)(C)C1=NOC(=N1)C(=O)NCC1=C(C=C(C=C1)C1=C(C=NC=C1)N1CC(CCC1)NC)C 3-(tert-butyl)-N-(2-methyl-4-(3-(3-(methylamino)piperidin-1-yl)pyridin-4-yl)benzyl)-1,2,4-oxadiazole-5-carboxamide hydrochloride